BrC1(CCC=2C(=C(C=C(C2C1=O)NC(C)=O)F)C)C N-(7-bromo-3-fluoro-4,7-dimethyl-8-oxo-5,6,7,8-tetrahydronaphthalen-1-yl)acetamide